ClC1=C(C(=C(C=C1OC)OC)Cl)C1=NC(=C2C=C(N=CC2=C1)NC1=C(C=CC=C1C)NC(C=C)=O)NCC1COCC1 N-(2-((7-(2,6-dichloro-3,5-dimethoxyphenyl)-5-(((tetra-hydrofuran-3-yl)methyl)amino)-2,6-naphthyridin-3-yl)amino)-3-methylphenyl)acrylamide